6-amino-3,3-bis(fluoromethyl)-1-methyl-2-oxoindoline-5-carboxylic acid methyl ester COC(=O)C=1C=C2C(C(N(C2=CC1N)C)=O)(CF)CF